BrC1=CC=C(C=C1)N1N(C=CC1=O)C (4-bromophenyl)-1-methyl-1,2-dihydro-3H-pyrazol-3-one